2-[8-[[(3R)-1-ethyl-3-piperidyl]amino]-2-methyl-pyrido[2,3-d]pyridazin-5-yl]-5-methylsulfonyl-phenol C(C)N1C[C@@H](CCC1)NC=1N=NC(=C2C1N=C(C=C2)C)C2=C(C=C(C=C2)S(=O)(=O)C)O